BrC=1C(=NC(=NC1)NC1=C(C=C(C=C1)N1CCOCC1)OC)NC1=C(C=CC=C1)P(=O)(C)C 5-bromo-N4-(2-dimethylphosphorylphenyl)-N2-(2-methoxy-4-morpholino-phenyl)pyrimidine-2,4-diamine